1-bromo-5-chloro-2-methyl-4-[1-(trifluoromethyl)cyclopropyl]benzene BrC1=C(C=C(C(=C1)Cl)C1(CC1)C(F)(F)F)C